tert-butyl (6S,7S)-6-((2,3'-difluoro-[1,1'-biphenyl]-3-yl) methyl)-7-(ethylsulphonamido)-5-azaspiro[2.4]heptane-5-carboxylate FC1=C(C=CC=C1C[C@@H]1N(CC2(CC2)[C@@H]1NS(=O)(=O)CC)C(=O)OC(C)(C)C)C1=CC(=CC=C1)F